FC1(C(CN(CC1)C(C(=O)NC=1N=C(N(C1)CC1=CC(=CC(=C1)F)F)C(F)(F)F)C)C1=CNC(C=C1)=O)F 2-(4,4-difluoro-3-(6-oxo-1,6-dihydropyridin-3-yl)piperidin-1-yl)-N-(1-(3,5-difluorobenzyl)-2-(trifluoromethyl)-1H-imidazol-4-yl)propanamide